CC=1C=C(C=CC1OC1=CC2=C(N(N=N2)C)C=C1)NC1=NC=NC2=C1N=C(N=C2)N2CCNCC2 4-(8-((3-methyl-4-((1-methyl-1H-benzo[d][1,2,3]triazol-5-yl)oxy)phenyl)amino)pyrimido[5,4-d]pyrimidin-2-yl)piperazin